1-N-[4-[7-[[(2S)-2,3-dihydroxypropoxy]carbamoyl]-quinolin-4-yl]oxyphenyl]-1-N'-(4-fluorophenyl)cyclopropane-1,1-dicarboxamide O[C@H](CONC(=O)C1=CC=C2C(=CC=NC2=C1)OC1=CC=C(C=C1)NC(=O)C1(CC1)C(=O)NC1=CC=C(C=C1)F)CO